methyl 3-phenethylcyclopentane-1-carboxylate C(CC1=CC=CC=C1)C1CC(CC1)C(=O)OC